FC(OC1=C(C=O)C=CC=C1)(F)F 2-trifluoromethoxybenzaldehyde